(2-propyl)ammonium dibenzyl-2-phenylcyclopropane-1,1-dicarboxylate C(C1=CC=CC=C1)OC(=O)C1(C(C1)C1=CC=CC=C1)C(=O)OCC1=CC=CC=C1.CC(C)[NH3+]